6-(3-(3-methoxypropoxy)-2-methylphenyl)-2-(pyrimidin-2-yl)-5,6,7,8-tetrahydro-phthalazin-1(2H)-one COCCCOC=1C(=C(C=CC1)C1CC=2C=NN(C(C2CC1)=O)C1=NC=CC=N1)C